FC1(CCC(CC1)CNC(C(=O)NC1=CNC2=C1C=NC=C2)=O)F N1-((4,4-difluorocyclohexyl)-methyl)-N2-(1H-pyrrolo[3,2-c]pyridin-3-yl)oxalamide